(S)-2-((((9H-fluoren-9-yl)methoxy)carbonyl)(methyl)amino)-3-(thiazol-5-yl)propanoic acid C1=CC=CC=2C3=CC=CC=C3C(C12)COC(=O)N([C@H](C(=O)O)CC1=CN=CS1)C